CCCCCCCCCCCCCCCC(=O)OC[C@H](COP(=O)(O)O)OC(=O)CCCCCCC/C=C\CCCCCCCC 1-hexadecanoyl-2-(9Z-octadecenoyl)-sn-glycero-3-phosphate